Methyl 1-(6-bromo-7-fluoro-3-nitroquinolin-4-yl)-3-(6-methoxypyridin-2-yl)cyclobutane-1-carboxylate BrC=1C=C2C(=C(C=NC2=CC1F)[N+](=O)[O-])C1(CC(C1)C1=NC(=CC=C1)OC)C(=O)OC